CN([C@@H](CCCCN)C(=O)O)C N,N-dimethyllysine